methyl (E)-3-((3,3-dibutyl-2-(4-methoxybenzyl)-7-(methylthio)-1,1-dioxido-5-phenyl-2,3,4,5-tetrahydro-1,2,5-benzothiadiazepin-8-yl)oxy)but-2-enoate C(CCC)C1(N(S(C2=C(N(C1)C1=CC=CC=C1)C=C(C(=C2)O/C(=C/C(=O)OC)/C)SC)(=O)=O)CC2=CC=C(C=C2)OC)CCCC